6-[(2-cyclopropyl-6-methylpyrimidin-4-yl)amino]-4-[(3-methanesulfonylpyridin-2-yl)amino]-N-(2H3)methylpyridazine-3-carboxamide C1(CC1)C1=NC(=CC(=N1)NC1=CC(=C(N=N1)C(=O)NC([2H])([2H])[2H])NC1=NC=CC=C1S(=O)(=O)C)C